8-(5-chloro-3-fluoropyridin-2-yl)-5-(4-(trifluoromethyl)-benzyl)-5,8-diazaspiro-[3.5]nonane-6,9-dione ClC=1C=C(C(=NC1)N1CC(N(C2(CCC2)C1=O)CC1=CC=C(C=C1)C(F)(F)F)=O)F